COC1(CCC1)C(=O)O 1-methoxycyclobutane-1-carboxylic acid